tert-butyl 2-chloro-2',3',5',6'-tetrahydrospiro[imidazo[1,2-e]purin-8,4'-pyran]-6(7H)-carboxylate ClC=1N=CC=2N=C3N(C2N1)C1(CCOCC1)CN3C(=O)OC(C)(C)C